CC(C(C)(C)POC1=CC=CC=C1)(C)C dimethylphenoxytert-amyl-phosphine